CN(C/C=C/C(=O)NC1=CC=C(C=C1)C(=O)N1C[C@@H](CCC1)NC1=NC=CC(=N1)C=1C(=NN2C1C=CC=C2)C2=CC=CC=C2)C (R,E)-4-(dimethylamino)-N-(4-(3-((4-(2-phenylpyrazolo[1,5-a]pyridin-3-yl)pyrimidin-2-yl)amino)piperidine-1-carbonyl)phenyl)but-2-enamide